6,7-dichloro-2-(4,4-difluoroazepan-1-yl)quinoline-3-carboxylic acid ClC=1C=C2C=C(C(=NC2=CC1Cl)N1CCC(CCC1)(F)F)C(=O)O